2-(((1r,4r)-4-(Dimethylamino)cyclohexyl)amino)-8-(isopropylamino)pyrido[3,4-d]pyrimidine CN(C1CCC(CC1)NC=1N=CC2=C(N1)C(=NC=C2)NC(C)C)C